(6R)-6-({7-bromo-2-[4-(methylsulfonyl)phenyl][1,2,4]triazolo[1,5-c]quinazolin-5-yl}amino)-1,4-diazepan-5-one BrC1=CC=CC=2C=3N(C(=NC12)N[C@H]1C(NCCNC1)=O)N=C(N3)C3=CC=C(C=C3)S(=O)(=O)C